ethyl 2-(7-bromo-4,5-dihydro-3H-benzo[e]indazol-3-yl)-3-methylbutanoate BrC1=CC2=C(C=3C=NN(C3CC2)C(C(=O)OCC)C(C)C)C=C1